1-Tert-butyl 3-(1-ethyl-7-(2-ethyl-6-methylpyridin-3-yl)-5-(4-(5-fluoro-3-methoxypyridin-2-yl)piperazine-1-carbonyl)-1H-indol-2-yl)-5,6-dihydropyridine-1(2H)-carboxylate C(C)N1C(=CC2=CC(=CC(=C12)C=1C(=NC(=CC1)C)CC)C(=O)N1CCN(CC1)C1=NC=C(C=C1OC)F)C=1CN(CCC1)C(=O)OC(C)(C)C